N-[2-(2-cyano-3-methoxyphenyl)-5-(2,6-difluoro-4-methoxyphenyl)-1-methyl-3-oxo-2,3-dihydro-1H-pyrazol-4-yl]-4-(difluoromethoxy)benzamide C(#N)C1=C(C=CC=C1OC)N1N(C(=C(C1=O)NC(C1=CC=C(C=C1)OC(F)F)=O)C1=C(C=C(C=C1F)OC)F)C